[3-[[(2R,3S)-2-[(1R)-1-[3,5-bis(trifluoro-methyl)phenyl]ethoxy]-3-(4-fluoro-phenyl)morpholin-4-yl]methyl]-5-oxo-4H-1,2,4-triazol-1-yl]phosphonic acid FC(C=1C=C(C=C(C1)C(F)(F)F)[C@@H](C)O[C@@H]1[C@@H](N(CCO1)CC1=NN(C(N1)=O)P(O)(O)=O)C1=CC=C(C=C1)F)(F)F